COC1=C(CNC(=O)C=2C=C(C(=C3C=4CC(CCC4NC23)NC(OC(C)(C)C)=O)C2=C(C=CC=C2)F)F)C=CC(=C1)OC tert-butyl (8-((2,4-dimethoxybenzyl)carbamoyl)-6-fluoro-5-(2-fluorophenyl)-2,3,4,9-tetrahydro-1H-carbazol-3-yl)carbamate